3-phenylsulfanyl-1-phenyl-1H-pyrrole-2,5-dione C1(=CC=CC=C1)SC=1C(N(C(C1)=O)C1=CC=CC=C1)=O